4,4'-methylene-bis-(2-hydroxy-3-naphthoate) C(C1=C(C(=CC2=CC=CC=C12)O)C(=O)[O-])C1=C(C(=CC2=CC=CC=C12)O)C(=O)[O-]